1,3,6-trihydroxy-2,7,8-trimethoxyxanthone OC1=C(C(=CC=2OC3=CC(=C(C(=C3C(C12)=O)OC)OC)O)O)OC